C(#N)C1=CC(=C(COC2=CC=CC(=N2)NC2CCN(CC2)CC2=NC3=C(N2C[C@H]2OCC2)C=C(C=C3)C(=O)OC)C=C1)F methyl (S)-2-((4-((6-((4-cyano-2-fluorobenzyl)oxy)pyridin-2-yl)amino)piperidin-1-yl)methyl)-1-(oxetan-2-ylmethyl)-1H-benzo[d]imidazole-6-carboxylate